BrC=1SC(=NN1)OCCOC1=CC=CC=C1 2-bromo-5-(2-phenoxyethoxy)-1,3,4-thiadiazole